OCC1=CC=C(O1)C=O 5-(hydroxymethyl)-2-furaldehyde